Methyl (R)-5-isopropyl-1,3-dimethyl-2-oxoindoline-3-carboxylate C(C)(C)C=1C=C2[C@](C(N(C2=CC1)C)=O)(C(=O)OC)C